N1C(=CC2=CC=CC=C12)\C=C\1/C(NC2=CC(=C(C=C12)C1=C(C2=C(OCCN2)N=C1)C)F)=O (Z)-3-((1H-indol-2-yl)methylene)-6-fluoro-5-(8-methyl-2,3-dihydro-1H-pyrido[2,3-b][1,4]oxazin-7-yl)indolin-2-one